3-(1,3-benzodioxole-5-yl)-2-methylpropanaldehyde O1COC2=C1C=CC(=C2)CC(C=O)C